BrC1=CC=C(C=N1)C(=O)N1C(C(N(C(C1([2H])[2H])([2H])[2H])C([2H])([2H])[2H])([2H])[2H])([2H])[2H] (6-bromo-3-pyridyl)-[2,2,3,3,5,5,6,6-octadeuterio-4-(trideuteriomethyl)piperazin-1-yl]methanone